C[Si](C=CC)(C)C trimethyl(1-propenyl)silane